3-fluoro-2-methylpyrazolo[1,5-a]pyrimidin-5(4H)-one FC=1C(=NN2C1NC(C=C2)=O)C